4-(1-(3-chloro-2-fluorophenyl)ethyl)-6-methyl-2-(1-(oxetan-3-yl)-1H-pyrazol-4-yl)-1-tosyl-1,6-dihydro-7H-pyrrolo[2,3-c]pyridin-7-one ClC=1C(=C(C=CC1)C(C)C=1C2=C(C(N(C1)C)=O)N(C(=C2)C=2C=NN(C2)C2COC2)S(=O)(=O)C2=CC=C(C)C=C2)F